BrC1=C2C(=CC(=C1)C(=O)O)N(C(C21CCN(CC1)C)=O)CC1=CC=C(C=C1)OC 4-bromo-1-(4-methoxybenzyl)-1'-methyl-2-oxospiro[indoline-3,4'-piperidine]-6-carboxylic acid